NCC1=C(COC2=C(C3=CC=CC=C3C=C2)C=O)C=CC=C1 ((2-(aminomethyl)benzyl)oxy)-1-naphthalenealdehyde